thiazolyl sulfide S1C(=NC=C1)SC=1SC=CN1